Cl.C(C1=CC=CC=C1)OC=1C=C2CC[C@@H]([C@@H](C2=CC1)C1=CC=C(C=C1)N1CCNCC1)C1=CC=CC=C1 1-(4-((1R,2S)-6-(benzyloxy)-2-phenyl-1,2,3,4-tetrahydronaphthalen-1-yl)phenyl)piperazine hydrochloride